C[C@H]1N[C@H](CC(C1)N1C(C2=C(N=C(N=C2)C=2C=C(C=3N(C2)C=C(N3)C)F)C=C1)=O)C 6-[(2R,6S)-2,6-dimethyl-4-piperidyl]-2-(8-fluoro-2-methyl-imidazo[1,2-a]pyridin-6-yl)pyrido[4,3-d]pyrimidin-5-one